C1(CCCC1)N1C(C(=CC2=C1N=C(N=C2)NC2C(CCC2)O)C#N)=O 8-cyclopentyl-2-((2-hydroxycyclopentyl)amino)-7-oxo-7,8-dihydropyrido[2,3-d]pyrimidine-6-carbonitrile